C(C)(C)(C)N(C(=O)OCCC1=NC(=C(C(=C1)C)N)Br)CCN1C(CCCC1)=O 2-(5-amino-6-bromo-4-methylpyridin-2-yl)ethan-1-ol tert-butyl-(2-(2-oxopiperidin-1-yl)ethyl)carbamate